C(C)(=O)N1C[C@@H](CC1)N(C([C@@H](C)OC1=CC=C2C(=CNC(C2=C1)=O)C1=C(C=C(C=C1)F)Cl)=O)C (R)-N-((R)-1-acetylpyrrolidin-3-yl)-2-((4-(2-chloro-4-fluorophenyl)-1-oxo-1,2-dihydroisoquinolin-7-yl)oxy)-N-methylpropanamide